tert-butyl 3,3-difluoro-4-methoxypiperidine-1-carboxylate FC1(CN(CCC1OC)C(=O)OC(C)(C)C)F